ClC1=C(C(=CC(=C1[N+](=O)[O-])Cl)Cl)[N+](=O)[O-] 1,3,5-trichloro-2,6-dinitrobenzene